3,4-difluoro-5-nitro-benzoic acid methyl ester COC(C1=CC(=C(C(=C1)[N+](=O)[O-])F)F)=O